(7S)-6-(cyclopropylmethyl)-2-(2,4-dichlorophenyl)-7-ethyl-7,8-dihydro-4-methyl-6H-1,3,6,8a-tetraazaacenaphthylene hydrochloride Cl.C1(CC1)CN1C=2C=C(N=C3C(=NN(C[C@@H]1CC)C32)C3=C(C=C(C=C3)Cl)Cl)C